O=C1N(CCCCC1)C(CCN1C(CCCCC1)=O)C 1-[3-(2-oxoazepan-1-yl)butyl]azepan-2-one